4-Bromo-6-(2-(dimethylamino)ethoxy)isoindoline-2-carboxylate BrC1=C2CN(CC2=CC(=C1)OCCN(C)C)C(=O)[O-]